CC(C)(C)OC(=O)N1C[C@H]([C@H](CC1)OCC#C)F (3R,4S)-3-fluoro-4-(prop-2-ynyloxy)piperidin-1-carboxylic acid-2-methylprop-2-yl ester